2,8-dimethyl-10H-dibenzo[b,e][1,4]oxaborinin-10-ol CC1=CC2=C(OC3=C(B2O)C=C(C=C3)C)C=C1